2,4-dimethylisophthalaldehyde CC1=C(C=O)C=CC(=C1C=O)C